OC1=NC(=NC(=C1)C(F)(F)F)SC 4-hydroxy-2-(methylthio)-6-(trifluoromethyl)pyrimidine